N[C@@H](C(=O)O)CNC(C1=CC(=CC(=C1)C1=C(C=NN1C)COC)F)=O (R)-2-amino-3-(3-fluoro-5-(4-(methoxymethyl)-1-methyl-1H-pyrazol-5-yl)benzamido)propanoic acid